C(CCCCC)(=O)N1[C@@H](CC(C1)O)C(=O)O caproyl-4-hydroxyproline